n-octadecyl-2,6-di(tert-butyl)-4-methylphenol C(CCCCCCCCCCCCCCCCC)C=1C(=C(C(=CC1C)C(C)(C)C)O)C(C)(C)C